C1=CC=CC=2C=CC=3C(=C4C=CC=CC4=NC3C21)CCCCCCCCCCC2=C1C=CC=CC1=NC=1C3=C(C=CC21)C=CC=C3 1,10-bis(7-benzo[c]acridinyl)decane